O.COC=1C=C(CN2C(=NC=3C2=NC=C(C3)C=3C=NN(C3)C)N)C=CC1OCC1=CC=C(C=C1)OC.O.O.COC=1C=C(CN3C(=NC=2C3=NC=C(C2)C=2C=NN(C2)C)N)C=CC1OCC1=CC=C(C=C1)OC 3-(3-methoxy-4-((4-methoxybenzyl)oxy)benzyl)-6-(1-methyl-1H-pyrazol-4-yl)-3H-imidazo[4,5-b]pyridin-2-amine sesquihydrate